4-chloro-6,7-di(2-methoxyethoxy)quinazoline ClC1=NC=NC2=CC(=C(C=C12)OCCOC)OCCOC